ClC1=CC=C(CC23NCC(NCC(NCCC(CN(CCC2)C3)CC3CC3)C)CO)C=C1 13-(4-chlorobenzyl)-3-(cyclopropylmethyl)-10-(hydroxymethyl)-7-methyl-1,6,9,12-tetraazabicyclo[11.3.1]heptadecane